tetrahydroxy-4H-pyran-4-one OC1=C(C(C(=C(O1)O)O)=O)O